NC(C(=O)O)CCCCCCN 2,8-Diaminooctanoic acid